FC(C=1C=CC(=NC1)S(=O)(=O)N1C[C@@H]([C@@](C1)([C@@H](C)O)O)OC1=CC(=C(C#N)C=C1)F)F 4-(((3S,4R)-1-((5-(difluoromethyl)pyridin-2-yl)sulfonyl)-4-hydroxy-4-((R)-1-hydroxyethyl)pyrrolidin-3-yl)oxy)-2-fluorobenzonitrile